2,2-difluoro-7-(1-methyl-1H-pyrazol-5-yl)-2,3-dihydro-1H-inden-1-ol FC1(C(C2=C(C=CC=C2C1)C1=CC=NN1C)O)F